6-(cyclopropanecarboxamido)-4-((6,7-dihydro-5H-benzo[b][1,2,4]triazolo[3,4-d][1,5]oxazocin-9-yl)amino)-N-methylpyridazine-3-carboxamide C1(CC1)C(=O)NC1=CC(=C(N=N1)C(=O)NC)NC1=CC=CC2=C1OCCCN1C2=NN=C1